5-(5-((1R,5S,6r)-6-(1H-1,2,3-triazol-5-yl)-3-azabicyclo[3.1.0]hexan-3-yl)-1,3,4-oxadiazol-2-yl)-N-(3-chlorophenethyl)pyrimidin-2-amine N1N=NC=C1C1[C@H]2CN(C[C@@H]12)C1=NN=C(O1)C=1C=NC(=NC1)NCCC1=CC(=CC=C1)Cl